N-(4-(4-(2-ACETAMIDO-2-METHYL-PROPANAMIDO)BICYCLO[2.2.2]OCTAN-1-YL)PHENYL)-5-FLUOROISOINDOLINE-2-CARBOXAMIDE C(C)(=O)NC(C(=O)NC12CCC(CC1)(CC2)C2=CC=C(C=C2)NC(=O)N2CC1=CC=C(C=C1C2)F)(C)C